ClC1=CC=CC=2OC3=CC(=CC=C3C(C12)NC(=O)C1=CN=C(NC1=O)C(F)(F)F)Cl N-(1,6-dichloro-9H-xanthen-9-yl)-6-oxo-2-(trifluoromethyl)-1,6-dihydropyrimidine-5-carboxamide